(2-iodophenyl)-1-(3-methylpentenyl)indole IC1=C(C=CC=C1)C=1N(C2=CC=CC=C2C1)C=CC(CC)C